O[C@@H](CO)C1=CC(=NC(=C1)C=1C=C2C=CN(C2=CC1)CC(C)C)C(=O)N (R)-4-(1,2-dihydroxyethyl)-6-(1-isobutyl-1H-indol-5-yl)picolinamide